NC1=NC=2C=NC(=CC2C2=C1COC2)C(=O)N2C(CC[C@@H](C2)C)C=2C=C(C1=C(CC3(CCN(CC3)C)O1)C2)F (4-amino-1,3-dihydrofuro[3,4-c][1,7]naphthyridin-8-yl)((5S)-2-(7-fluoro-1'-methyl-3H-spiro[benzofuran-2,4'-piperidin]-5-yl)-5-methylpiperidin-1-yl)methanone